CN1N=C2C(=CC(=CC2=C1)N1N=C2C=CC(=CC2=C1)N1CCN(CC1)C(=O)OC(C)(C)C)C tert-butyl 4-[2-(2,7-dimethylindazol-5-yl)indazol-5-yl]piperazine-1-carboxylate